C(C)(C)(C)C=1C=C(COP(O)O)C=C(C1O)C(C)(C)C.FC(C1=CC=C(C=C1)N1CCC(CC1)=O)(F)F 1-[4-(trifluoromethyl)phenyl]piperidin-4-one 3,5-di-tert-butyl-4-hydroxybenzylphosphite